3-((3-((4-(5-methoxy-2-(1-methyl-1H-pyrazol-4-yl)-4-nitrophenyl)piperazine-1-yl)methyl)phenyl)amino)piperidine-2,6-dione COC=1C(=CC(=C(C1)N1CCN(CC1)CC=1C=C(C=CC1)NC1C(NC(CC1)=O)=O)C=1C=NN(C1)C)[N+](=O)[O-]